N-[7-morpholino-5-[4-[[4-(trifluoromethyl)pyrimidin-2-yl]amino]cyclohexoxy]-1,6-naphthyridin-3-yl]methanesulfonamide O1CCN(CC1)C1=NC(=C2C=C(C=NC2=C1)NS(=O)(=O)C)OC1CCC(CC1)NC1=NC=CC(=N1)C(F)(F)F